O1C=CC=2C(=NC=CC21)C2=CC=C(C(=O)N[C@@H]1CC[C@H](CC1)OC(C)C)C=C2 4-(furo[3,2-c]pyridin-4-yl)-N-(trans-4-isopropoxycyclohexyl)benzamide